ethyl spiro[1,3-dioxolane-2,6'-5,7-dihydro-4H-benzothiophene]-3'-carboxylate S1C=C(C2=C1CC1(CC2)OCCO1)C(=O)OCC